4-((3,4,5-trimethoxyphenyl)amino)-6-chloro-1H-indole-2-carboxylic acid ethyl ester C(C)OC(=O)C=1NC2=CC(=CC(=C2C1)NC1=CC(=C(C(=C1)OC)OC)OC)Cl